ClC1=C(C(=CC=C1)Cl)NC1=C(C=CC=C1)CC(=O)OCC(=O)O 2-((2,6-dichlorophenyl)amino)phenylacetoxyacetic acid